ClC1=C(OCC2=NC=CC(=C2)C=C2CCN(CC2)CC2=NC3=C(N2CC2=CN=CN2CC)C=C(C=C3)C(=O)OC)C=CC(=C1)Cl Methyl 2-((4-((2-((2,4-dichlorophenoxy)methyl)pyridin-4-yl)methylene)piperidin-1-yl)methyl)-1-((1-ethyl-1H-imidazol-5-yl)methyl)-1H-benzo[d]imidazole-6-carboxylate